(1R,2S)-1-CYCLOBUTYL-2-METHYLPENT-4-EN-1-OL C1(CCC1)[C@@H]([C@H](CC=C)C)O